C1=CC=CCCCC1.[Fe] iron (cyclooctadiene)